(2-chloro-4-phenoxyphenyl)(4-{[(3R,6S)-6-(hydroxymethyl)oxacyclohexan-3-yl]amino}-7H-pyrrolo[2,3-d]pyrimidin-5-yl)methanone ClC1=C(C=CC(=C1)OC1=CC=CC=C1)C(=O)C1=CNC=2N=CN=C(C21)N[C@H]2CO[C@@H](CC2)CO